3-((tert-butyldiphenylsilyl)oxy)-N-(2-chloro-4-(trifluoromethyl)phenyl)-1-(4-iodo-1H-pyrazol-1-yl)cyclobutane-1-carboxamide [Si](C1=CC=CC=C1)(C1=CC=CC=C1)(C(C)(C)C)OC1CC(C1)(C(=O)NC1=C(C=C(C=C1)C(F)(F)F)Cl)N1N=CC(=C1)I